(R) and (S)-tert-butyl 3-(benzoyloxy)-4-methylenepyrrolidine-1-carboxylate C(C1=CC=CC=C1)(=O)O[C@H]1CN(CC1=C)C(=O)OC(C)(C)C |r|